(S)-7-(3-fluorophenyl)-2-oxo-1,2-dihydrospiro[pyrido[2,3-b][1,4]oxazine-3,3'-pyrrolidine]-1'-carbonitrile FC=1C=C(C=CC1)C1=CC2=C(O[C@@]3(CN(CC3)C#N)C(N2)=O)N=C1